NCC(=O)[O-].[B+3].NCC(=O)[O-].NCC(=O)[O-] boron (glycinate)